OC[C@H]([C@@H](CO)O)N1CCN(CCN(CCN(CC1)CC(=O)O)CC(=O)O)CC(=O)O 2,2',2''-(10-((2R,3S)-1,3,4-trihydroxybutan-2-yl)-1,4,7,10-tetraazacyclododecane-1,4,7-triyl)Triacetic Acid